C(C)C1(NC(N(C(C1)=O)C(C=1C=[NH+]C=CC1)C1=CC(=CC=C1)C(N[C@H]1[C@@H](CC2=CC=CC=C12)O)=O)=[NH2+])CC [4,4-diethyl-1-[[3-[[(1R,2R)-2-hydroxyindan-1-yl]carbamoyl]phenyl]-pyridin-1-ium-3-yl-methyl]-6-oxo-hexahydropyrimidin-2-ylidene]ammonium